(2S)-2-Amino-N-[2-(1,3-benzodioxol-5-yl)-1-methyl-ethyl]-N-methyl-3-phenyl-propanamide N[C@H](C(=O)N(C)C(CC1=CC2=C(OCO2)C=C1)C)CC1=CC=CC=C1